2-(3,5-dichloro-4-(3-(2-fluoropyridin-4-yl)-4-hydroxybenzyl)phenoxy)acetamide ClC=1C=C(OCC(=O)N)C=C(C1CC1=CC(=C(C=C1)O)C1=CC(=NC=C1)F)Cl